1-(1-{bicyclo[1.1.1]pentane-1-carbonyl}piperidin-3-yl)-3-[(5-chloro-1H-indol-2-yl)methyl]-1-methylurea C12(CC(C1)C2)C(=O)N2CC(CCC2)N(C(=O)NCC=2NC1=CC=C(C=C1C2)Cl)C